2,6-bis(oxiran-2-ylmethyl)phenol O1C(C1)CC1=C(C(=CC=C1)CC1OC1)O